C(C)(C)C=1C(=NN2C1C=C(C=C2)OC2=NC=CC=C2OCC(F)(F)F)C(=O)NC2(CCS(CC2)(=O)=O)C 3-Isopropyl-N-(4-methyl-1,1-dioxidotetrahydro-2H-thiopyran-4-yl)-5-((3-(2,2,2-trifluoroethoxy)pyridin-2-yl)oxy)pyrazolo[1,5-a]pyridine-2-carboxamide